2,2-dimethyl-1,3-dioxolan-4-ylmethanol CC1(OCC(O1)CO)C